C1(CC1)C1=NC=NC(=C1C1=NN2C(N(C(C=C2)=O)C(C)C2=CC=C(C=C2)C=2N(C=C(N2)C(F)(F)F)CC)=C1)OC 2-(4-cyclopropyl-6-methoxypyrimidin-5-yl)-4-(1-(4-(1-ethyl-4-(trifluoromethyl)-1H-imidazol-2-yl)phenyl)ethyl)pyrazolo[1,5-a]pyrimidin-5(4H)-one